C1[C@H](C(=O)NO1)[NH3+] The molecule is an organic cation that is the conjugate acid of D-cycloserine, obtained by protonation of the amino group. It is an ammonium ion derivative and an organic cation. It is a conjugate acid of a D-cycloserine.